ClC1=NC(=NC(=N1)C)N1CCC(CC1)C(=O)N1OCC[C@H]1C1=NC=CN=C1 [1-(4-chloro-6-methyl-1,3,5-triazin-2-yl)-4-piperidinyl]-[(3S)-3-pyrazin-2-yl-isoxazolidin-2-yl]methanone